FC=1C=C2CC[C@H](OC2=CC1OC1=NC2=CN=CC=C2C=C1)C(=O)N(C[C@@H](C1=CC=CC=C1)C1CCC1)CC(N1CCCC1)=O (2S)-6-Fluoro-7-(1,7-naphthyridin-2-yloxy)-N-(2-oxo-2-pyrrolidin-1-yl-ethyl)-N-[(2R)-2-cyclobutyl-2-phenyl-ethyl]chromane-2-carboxamide